[Ni].[B] boron-nickel